C(C)(C)(C)OC(=O)N1[C@H]2CC[C@@H]2N(CC1)C=1C(C=2C(=NC(=C(N2)Br)C)NC1CC)=O.OC1C(C(OC2=CC=CC=C12)=O)C(CC(C)=O)C1=CC=CC=C1 4-hydroxy-3-(3-oxo-1-phenylbutyl)chroman-2-one tert-butyl-(1S,6S)-5-(2-bromo-6-ethyl-3-methyl-8-oxo-5,8-dihydropyrido[2,3-b]pyrazin-7-yl)-2,5-diazabicyclo[4.2.0]octane-2-carboxylate